p-valeryl-benzene C(CCCC)(=O)C1=CC=CC=C1